(E)-3-bromo-1-(3-chloropyridin-2-yl)-N-(2,4-dichloro-6-((hydroxyimino)methyl)phenyl)-1H-pyrazole-5-carboxamide BrC1=NN(C(=C1)C(=O)NC1=C(C=C(C=C1/C=N/O)Cl)Cl)C1=NC=CC=C1Cl